CC=1C(=NC=NC1C)N1CCN(CC1)CN1C=CC2=CC=CC=C12 ((4-(5,6-dimethylpyrimidin-4-yl)piperazin-1-yl)methyl)-1H-indole